ClC=1C=2N(C=C(C1)CNCCO)C=C(N2)C=2C(=C(C=CC2)C2=CC=CC=C2)C 2-((8-Chloro-2-(2-methylbiphenyl-3-yl)imidazo[1,2-a]pyridin-6-yl)methylamino)ethanol